C1OCC12CN(C2)CC(=O)NC=2C=C(C(=NC2)C)NC(=O)C=2C=NN1C2SC(=C1)C=1C(=NC=CC1)OC N-(5-(2-(2-oxa-6-azaspiro[3.3]heptan-6-yl)acetamido)-2-methylpyridin-3-yl)-2-(2-methoxypyridin-3-yl)pyrazolo[5,1-b]thiazole-7-carboxamide